(3R,7R)-2-(3,4-dichlorobenzoyl)-9-(1-(5-hydroxypyrazin-2-yl)ethyl)-3,7-dimethyl-1,2,3,4,8,9-hexahydropyrido[4',3':3,4]pyrazolo[1,5-a]pyrazin-10(7H)-one ClC=1C=C(C(=O)N2CC=3C(=NN4C3C(N(C[C@H]4C)C(C)C4=NC=C(N=C4)O)=O)C[C@H]2C)C=CC1Cl